C1(=CC=CC=C1)C1(C2=CC=CC=C2C=2C=CC(=CC12)N(C=1C=C(C=C(C1)N(C1=CC=CC=C1)C1=CC=CC=C1)C1=CC=CC=C1)C1=CC=CC=C1)C1=CC=CC=C1 N3-(9,9-diphenyl-9H-fluoren-2-yl)-N3,N5,N5-triphenyl-[1,1'-biphenyl]-3,5-diamine